C[Si](C)(C)NC(C)(C)C trimethylsilyl-t-butylamine